BrC1=CC=C(C=C1)[C@H]([C@](CC(=O)O)(C)C(=O)OC)C |&1:8| (3R/S,4R)-4-(4-bromophenyl)-3-methoxycarbonyl-3-methylpentanoic acid